3-amino-6-(1-(1-(tert-butoxycarbonyl)piperidin-4-yl)-1H-1,2,3-triazol-4-yl)pyrazine-2-carboxylic acid NC=1C(=NC(=CN1)C=1N=NN(C1)C1CCN(CC1)C(=O)OC(C)(C)C)C(=O)O